N,N,N',N'-Tetraglycidyl-4,4'-methylendianilin C(C1CO1)N(C1=CC=C(C=C1)CC1=CC=C(N(CC2CO2)CC2CO2)C=C1)CC1CO1